C(C1=CC=CC=C1)C(C(=O)O)(C(=O)O)OC[C@H]1O[C@H]([C@@H]([C@@]1(O)C#C)O)N1C2=NC(=NC(=C2N=C1)N1C[C@H](CC1)CO)Cl 2-benzyl-2-(((2R,3S,4R,5R)-5-(2-chloro-6-((S)-3-(hydroxymethyl)-pyrrolidin-1-yl)-9H-purin-9-yl)-3-ethynyl-3,4-dihydroxytetrahydrofuran-2-yl)methoxy)malonic acid